FC=1C=C(C=CC1F)C#CC(=O)O 3-(3,4-difluorophenyl)prop-2-ynoic acid